CC1=C(C=C(C=C1)NC1CC2COCC(C1)N2C(=O)OC(C)(C)C)C(N[C@H](C)C2=CC=C(C1=CC=CC=C21)C#CC2CCN(CC2)CC2CCNCC2)=O tert-butyl 7-((4-methyl-3-(((R)-1-(4-((1-(piperidin-4-ylmethyl)piperidin-4-yl)ethynyl)naphthalen-1-yl)ethyl)carbamoyl)phenyl)amino)-3-oxa-9-azabicyclo[3.3.1]nonane-9-carboxylate